COC(=O)C1=C(NC(C)C=2C=C(C=C3C(N(C(=NC23)C2CCN(CC2)C(=O)OC(C)(C)C)C)=O)C)C=CC=C1 tert-butyl 4-[8-[1-(2-methoxycarbonylanilino)ethyl]-3,6-dimethyl-4-oxo-quinazolin-2-yl]piperidine-1-carboxylate